2-[[4-[3-(4-Thiophen-2-ylphenyl)prop-2-enoyl]phenyl]carbamoylamino]acetic acid S1C(=CC=C1)C1=CC=C(C=C1)C=CC(=O)C1=CC=C(C=C1)NC(=O)NCC(=O)O